ClC1=CC2=C(N(C=N2)CC(=O)O)C=C1 2-(5-chloro-1H-benzo[d]imidazol-1-yl)acetic acid